4-{[3-(1-methyl-1H-benzo[d][1,2,3]triazol-5-yl)-5-(2-methylphenyl)-1H-pyrazol-1-yl]methyl}-N-hydroxybenzamide CN1N=NC2=C1C=CC(=C2)C2=NN(C(=C2)C2=C(C=CC=C2)C)CC2=CC=C(C(=O)NO)C=C2